ClC=1C=C(C=C(C1O)Cl)S(=O)(=O)NO 3,5-dichloro-N,4-dihydroxybenzene-1-sulfonamide